CC(C)N1C(C=CC2=CN=CC=C12)=O 1-(propan-2-yl)-1,6-naphthyridin-2(1H)-one